N-(3-methyl-4-((1-methyl-1H-benzo[d]imidazol-5-yl)oxy)phenyl)-6-(piperazin-1-yl)pyrido[3,2-d]pyrimidin-4-amine hydrochloride Cl.CC=1C=C(C=CC1OC1=CC2=C(N(C=N2)C)C=C1)NC=1C2=C(N=CN1)C=CC(=N2)N2CCNCC2